C(C)(C)C1=C(C=CC=C1)NC(=S)NN N-(2-isopropylphenyl)hydrazinecarbothioamide